(S)-N-(1-(3-(3,3-dimethylpiperidin-1-yl)-1,2,4-oxadiazol-5-yl)ethyl)-1-methyl-3-(trifluoromethyl)-1H-pyrazole-5-carboxamide CC1(CN(CCC1)C1=NOC(=N1)[C@H](C)NC(=O)C1=CC(=NN1C)C(F)(F)F)C